4-benzyl 3-(tert-butyl) (4S,5S)-5-methyl-1,2,3-oxathiazolidine-3,4-dicarboxylate 2-oxide C[C@H]1[C@H](N(S(O1)=O)C(=O)OC(C)(C)C)C(=O)OCC1=CC=CC=C1